C(C)(C)(C)OC(=O)N1CCC(CC1)(C)CCOC1=C(C=C(C=C1)N1C(N(C(C1(C)C)=O)C=1C=NC(=C(C1)C(F)(F)F)C#N)=S)CC 4-[2-[4-[3-[6-cyano-5-(trifluoromethyl)-3-pyridinyl]-5,5-dimethyl-4-oxo-2-thioxo-imidazolidin-1-yl]-2-ethyl-phenoxy]ethyl]-4-methyl-piperidine-1-carboxylic acid tert-butyl ester